Tetradecan-12-one CCCCCCCCCCCC(CC)=O